C1(CCCC1)CN[C@@H](C)C(=O)O N-(cyclopentylmethyl)-L-alanine